Tris(phenylisoquinolyl)iridium(III) C1(=CC=CC=C1)C=1N=C(C2=CC=CC=C2C1)[Ir](C1=NC(=CC2=CC=CC=C12)C1=CC=CC=C1)C1=NC(=CC2=CC=CC=C12)C1=CC=CC=C1